ClC1=CC=C(C=C1)C1=C(C=CC=C1)NC(=S)NC(=O)C=1C(=NN(C1)C)C N-((4'-chloro-[1,1'-biphenyl]-2-yl)aminothioformyl)-1,3-dimethyl-1H-pyrazole-4-carboxamide